6-[5-[[1-[(E)-2-(aminomethyl)-3-fluoro-allyl]-5-oxo-1,2,4-triazol-4-yl]methyl]-2-thienyl]-5-chloro-4H-1,4-benzoxazin-3-one hydrochloride Cl.NC/C(/CN1N=CN(C1=O)CC1=CC=C(S1)C=1C=CC2=C(NC(CO2)=O)C1Cl)=C\F